4-Bromo-2-(methylthio)pyrimidine BrC1=NC(=NC=C1)SC